O=C([C@H](CCCC)NC(OC(C(F)(F)C1=CC(=CC=C1)Cl)C=1C=NC=CC1)=O)N[C@H](C=O)C[C@H]1C(NCC1)=O 2-(3-chlorophenyl)-2,2-difluoro-1-(pyridin-3-yl)ethyl ((S)-1-oxo-1-(((S)-1-oxo-3-((S)-2-oxopyrrolidin-3-yl)propan-2-yl)amino)hexan-2-yl)carbamate